C(C=C)(=O)OC(C)CC butan-2-yl acrylate